C1(=CC(=CC=C1)C1=NC(=NC(=C1)C1=CC=C(C=C1)C1=CC(=CC2=CC=CC=C12)Cl)C1=CC=CC=C1)C1=CC=CC=C1 4-([1,1'-biphenyl]-3-yl)-6-(4-(3-chloronaphthalen-1-yl)phenyl)-2-phenylpyrimidine